FC=1C(=C(C(=C(C1F)F)F)C1=C(C(=C(C(=C1F)F)F)F)F)B(C1=C(C(=C(C(=C1F)F)F)F)C1=C(C(=C(C(=C1F)F)F)F)F)C1=C(C(=C(C(=C1F)F)F)F)C1=C(C(=C(C(=C1F)F)F)F)F tris(perfluoro-[1,1'-biphenyl]-2-yl)borane